tetra-tertiary butyl-ammonium bromide [Br-].C(C)(C)(C)[N+](C(C)(C)C)(C(C)(C)C)C(C)(C)C